5-[5-({cis-3-[5-(cyclopropyloxy)-2-fluorophenyl]cyclobutyl}oxy)pyrazin-2-yl]isoxazol-3-ol C1(CC1)OC=1C=CC(=C(C1)[C@H]1C[C@H](C1)OC=1N=CC(=NC1)C1=CC(=NO1)O)F